(2S,3S)-3-amino-2-[(3-bromo-2-fluorophenyl)methyl]pyrrolidine-1-carboxylic acid tert-butyl ester C(C)(C)(C)OC(=O)N1[C@H]([C@H](CC1)N)CC1=C(C(=CC=C1)Br)F